5-amino-5-oxopentanoate NC(CCCC(=O)[O-])=O